CC=1C=C2C=CNC2=CC1C 5,6-dimethyl-1H-indole